C(CC)[SiH](O[Si](C)(C)O[Si](C)(C)C)CCC di-n-propyl-[(trimethylsiloxy)dimethyl-siloxy]silane